C(C)OC(=O)C1=CNC=C(C1)C(=O)OCC 3,5-diethoxycarbonyl-1,4-dihydropyridine